(R)-N-(3-fluoro-4-((3-((1-hydroxypropan-2-yl)amino)-1H-pyrazolo[3,4-b]pyridin-4-yl)oxy)phenyl)-4-(4-fluorophenyl)-2-isopropyl-3,5-dioxo-2,3,4,5-tetrahydro-1,2,4-triazine-6-carboxamide FC=1C=C(C=CC1OC1=C2C(=NC=C1)NN=C2N[C@@H](CO)C)NC(=O)C=2C(N(C(N(N2)C(C)C)=O)C2=CC=C(C=C2)F)=O